C(C)C1=C(C2=CC=CC=C2C(=C1)OC(=O)OCCC)OC(=O)OCCC 2-ethyl-1,4-bis(n-propoxycarbonyloxy)naphthalene